CC1OCOC(C1)C 4,6-dimethyl-1,3-dioxane